O=C([C@@H](C)NC(OC(C)(C)C)=O)NC([2H])([2H])C1=CC=CC=C1 tert-butyl (R,S)-(1-oxo-1-((phenylmethyl-d2)amino)propan-2-yl)carbamate